ethyl 1-(6-((tert-butoxycarbonyl)amino) hexyl)-1H-indole-4-carboxylate C(C)(C)(C)OC(=O)NCCCCCCN1C=CC=2C(=CC=CC12)C(=O)OCC